3-(((3'-bromo-6',7'-dihydrospiro[cyclohexane-1,5'-cyclopenta[d]pyrazolo[1,5-a]pyrimidine]-8'-yl)amino)methyl)benzonitrile BrC=1C=NN2C1N=C1C(=C2NCC=2C=C(C#N)C=CC2)CCC12CCCCC2